1-glyceryl octadecanoate C(CCCCCCCCCCCCCCCCC)(=O)OCC(O)CO